2'-ethoxyacetoacetanilide C(C)OC1=C(NC(CC(=O)C)=O)C=CC=C1